4,5,6-trichloroquinolin-2-ol ClC1=CC(=NC2=CC=C(C(=C12)Cl)Cl)O